5-chloro-3-fluoro-2-(4-iodophenoxy)pyridine ClC=1C=C(C(=NC1)OC1=CC=C(C=C1)I)F